(5S)-5-(trifluoromethyl)-2-pyrrolidinone FC([C@@H]1CCC(N1)=O)(F)F